(1R,2R)-4-(tert-butyldimethylsilyloxy)-1-phenylbutane-1,2-diol [Si](C)(C)(C(C)(C)C)OCC[C@H]([C@H](O)C1=CC=CC=C1)O